The molecule is an amino trisaccharide consisting of 2-acetamido-2-deoxy-beta-D-glucopyranose, alpha-D-mannopyranose and D-glucopyranose residues joined in sequence by (1->2) and (1->6) glycosidic bonds. It is an amino trisaccharide and a member of acetamides. CC(=O)N[C@@H]1[C@H]([C@@H]([C@H](O[C@H]1O[C@H]2[C@H]([C@@H]([C@H](O[C@@H]2OC[C@@H]3[C@H]([C@@H]([C@H](C(O3)O)O)O)O)CO)O)O)CO)O)O